2-(4-(thiazol-2-ylmethyl)piperidin-1-yl)benzo[d]thiazole-6-carboxylic acid S1C(=NC=C1)CC1CCN(CC1)C=1SC2=C(N1)C=CC(=C2)C(=O)O